BrC1=C(NC2=NC=CC=C21)C#N 3-bromo-1H-pyrrolo[2,3-b]Pyridine-2-carbonitrile